Cl.N[C@@H]1CN(CC[C@@H]1F)C(=O)OCC1=CC=CC=C1 benzyl (3R,4S)-3-amino-4-fluoropiperidine-1-carboxylate, hydrochloride Salt